3-[[2-Methoxy-5-(trifluoromethoxy)phenyl]methylamino]-2-phenylpiperidin COC1=C(C=C(C=C1)OC(F)(F)F)CNC1C(NCCC1)C1=CC=CC=C1